furo[3,4-d]imidazole N1=CNC=2C1=COC2